azepin-2-ol hydrochloride Cl.N1C(=CC=CC=C1)O